(S)-2-[2-[(R)-3-methylmorpholine-4-carbonyl]-6-(3-methyl-1H-pyrrolo[2,3-b]pyridin-5-yl)-1,2,3,4-tetrahydroisoquinolin-8-yl]pyrrolidine-1-carboxylic acid tert-butyl ester C(C)(C)(C)OC(=O)N1[C@@H](CCC1)C=1C=C(C=C2CCN(CC12)C(=O)N1[C@@H](COCC1)C)C=1C=C2C(=NC1)NC=C2C